C1(CC1)C1=NN=C(S1)N1N=C2C=C(C=C(C2=C1)N1CCN(CC1)C(C(C)C)=O)S(=O)(=O)NC1(COC1)CF 2-(5-cyclopropyl-1,3,4-thiadiazol-2-yl)-N-[3-(fluoromethyl)oxetan-3-yl]-4-[4-(2-methylpropanoyl)piperazin-1-yl]indazole-6-sulfonamide